CC=1C=C(C(=O)NC2=CC(=CC=C2)NS(=O)(=O)C2=CC=CC=C2)C=CC1C 3,4-dimethyl-N-(3-(phenylsulfonamido)phenyl)benzamide